4-(prop-1-en-2-yl)-3,4-dihydroisoquinolin-1(2H)-one C=C(C)C1CNC(C2=CC=CC=C12)=O